N1(CCCCC1)NC(=O)C1=NN(C(=C1CC)C1=CC=C(C=C1)C#CCCCO[N+](=O)[O-])C1=C(C=C(C=C1)Cl)Cl 1-(2,4-Dichloro-phenyl)-4-ethyl-5-[4-(5-nitrooxy-pent-1-ynyl)-phenyl]-1H-pyrazole-3-carboxylic acid piperidin-1-ylamide